C(C)(C)C1=NOC(=N1)N1CCC(CC1)C=O 1-(3-isopropyl-1,2,4-oxadiazol-5-yl)piperidine-4-carbaldehyde